N1=C(C=NC=C1)C=1C=CC(=NC1)NC(CC=1SC=C(C1)C1=CC(=NC=C1)C(F)(F)F)=O N-(5-pyrazin-2-yl-2-pyridyl)-2-[4-[2-(trifluoromethyl)-4-pyridyl]-2-thienyl]acetamide